magnesium 2-[[4-[2-fluoro-4-[[1-[(3-chlorophenyl)carbamoyl] cyclopropanecarbonyl] amino]phenoxy]-6-methoxy-7-quinolyl]oxy]acetate FC1=C(OC2=CC=NC3=CC(=C(C=C23)OC)OCC(=O)[O-])C=CC(=C1)NC(=O)C1(CC1)C(NC1=CC(=CC=C1)Cl)=O.[Mg+2].FC1=C(OC2=CC=NC3=CC(=C(C=C23)OC)OCC(=O)[O-])C=CC(=C1)NC(=O)C1(CC1)C(NC1=CC(=CC=C1)Cl)=O